COC1=CC=CC=2C3=C(NC12)N=C(N=N3)S 6-methoxy-5H-[1,2,4]Triazino[5,6-b]Indole-3-thiol